C(CCC)S(=O)(=O)O 1-butane-sulphonic acid